4-fluoro-2-methyl-5-nitrobenzol FC1=CC(=CC=C1[N+](=O)[O-])C